diphenyl(4-(triphenylsilyl)phenyl)phosphine oxide C1(=CC=CC=C1)P(C1=CC=C(C=C1)[Si](C1=CC=CC=C1)(C1=CC=CC=C1)C1=CC=CC=C1)(C1=CC=CC=C1)=O